2-(4-(3-amino-4-cyclopropoxyphenyl)piperazin-1-yl)ethan-1-ol NC=1C=C(C=CC1OC1CC1)N1CCN(CC1)CCO